C(C)C=1C(NC=2C=C(C=NC2C1)CNC1CC(C1)NC=1C=CC(=NC1)C(=O)NC)=O 5-((3-(((7-ethyl-6-oxo-5,6-dihydro-1,5-naphthyridin-3-yl)methyl)amino)cyclobutyl)amino)-N-methylpicolinamide